C[C@@H]1CN(C[C@H]2N1CCN(C2)CC=2C=NC=C(C2)N2CCNCC2)C2=C1C=CC=NC1=C(C=C2)C#N 5-[(4R,9aS)-4-methyl-8-[(5-piperazin-1-yl-3-pyridyl)methyl]-3,4,6,7,9,9a-hexahydro-1H-pyrazino[1,2-a]pyrazin-2-yl]quinoline-8-carbonitrile